(2S,6R)-4-(3-(3-ethyl-1H-indazol-5-yl)-[1,2,4]triazolo[4,3-b]pyridazin-6-yl)-2,6-dimethylmorpholine C(C)C1=NNC2=CC=C(C=C12)C1=NN=C2N1N=C(C=C2)N2C[C@@H](O[C@@H](C2)C)C